ClC1=CC=C(C(=O)NC2=CC(=CC=C2)C(=O)C=2C=C3N=C(C=NC3=CC2)N2CCOCC2)C=C1 4-chloro-N-(3-(3-morpholinoquinoxaline-6-carbonyl)phenyl)benzamide